5-[(1S,5R)-3-(2-chloro-4-fluoro-benzoyl)-3,8-diazabicyclo[3.2.1]octan-8-yl]-N-(3,3-difluorocyclobutyl)imidazo[1,5-a]pyridine-7-sulfonamide ClC1=C(C(=O)N2C[C@@H]3CC[C@H](C2)N3C3=CC(=CC=2N3C=NC2)S(=O)(=O)NC2CC(C2)(F)F)C=CC(=C1)F